N-phenoxycarbonyl-3-(p-toluenesulfonyloxy)aniline O(C1=CC=CC=C1)C(=O)NC1=CC(=CC=C1)OS(=O)(=O)C1=CC=C(C)C=C1